1,1-dimethoxymethylfluorene COCC1(C=CC=C2C3=CC=CC=C3C=C12)COC